(3,5-dichloro-4-((2-(3-fluorophenyl)-1-oxo-1,2,3,4-tetrahydroisoquinolin-6-yl)oxy)phenyl)-3,5-dioxo-2,3,4,5-tetrahydro-1,2,4-triazine-6-carbonitrile ClC=1C=C(C=C(C1OC=1C=C2CCN(C(C2=CC1)=O)C1=CC(=CC=C1)F)Cl)N1N=C(C(NC1=O)=O)C#N